ethyl 2-[3-(2,4-dihydroxybenzyl)-2,5-dioxopyrrolidin-1-yl]propanoate OC1=C(CC2C(N(C(C2)=O)C(C(=O)OCC)C)=O)C=CC(=C1)O